3-(4-{3-[4-(3-methyl-[1,2,4]oxadiazol-5-yl)-thiazol-2-yloxy]-propyl}-piperazin-1-yl)-benzo[d]isothiazole CC1=NOC(=N1)C=1N=C(SC1)OCCCN1CCN(CC1)C1=NSC2=C1C=CC=C2